C1(=CC=CC=2CCCCC12)C=1C=CC2C=C(C=NC2C1)CC#N 7-(5,6,7,8-tetrahydronaphthalen-1-yl)-4a,8a-dihydroquinoline-3-acetonitrile